N,1,4,4-tetramethyl-8-((4-(4-methylpiperazin-1-yl)phenyl)amino)-4,5-dihydro-1H-pyrazolo[4,3-h]quinazoline-3-carboxamide CNC(=O)C1=NN(C2=C1C(CC=1C=NC(=NC21)NC2=CC=C(C=C2)N2CCN(CC2)C)(C)C)C